(2,5-dihydroxy-3-(4-sulfophenylaminocarbonyl)phenyl)acetic acid OC1=C(C=C(C=C1C(=O)NC1=CC=C(C=C1)S(=O)(=O)O)O)CC(=O)O